rel-(2S,3R,5S)-3-(2-chloro-4-(trifluoromethoxy)phenyl)-N-(6-((R*)-1,2-dihydroxyethyl)pyridin-3-yl)-5-methyl-5-(trifluoromethyl)tetrahydrofuran-2-carboxamide ClC1=C(C=CC(=C1)OC(F)(F)F)[C@@H]1[C@H](O[C@@](C1)(C(F)(F)F)C)C(=O)NC=1C=NC(=CC1)[C@H](CO)O |o1:12,13,15,31|